5-(4-Chloro-2,6-difluorophenoxy)-1-(oxan-4-yl)pyrazole-4-carboxylic acid ClC1=CC(=C(OC2=C(C=NN2C2CCOCC2)C(=O)O)C(=C1)F)F